methyl 1-cyclobutylpyrazolo[3,4-b]pyridine-5-carboxylate C1(CCC1)N1N=CC=2C1=NC=C(C2)C(=O)OC